2,6-dibromo-N-(2-nitrophenyl)aniline BrC1=C(NC2=C(C=CC=C2)[N+](=O)[O-])C(=CC=C1)Br